C(C)(C)(C)OC(=O)N1CCN(CC1)C1=CN=C2N1C=CC(=N2)C=2C=NN(C2)CCOC 4-(7-(1-(2-Methoxyethyl)-1H-pyrazol-4-yl)imidazo[1,2-a]pyrimidin-3-yl)piperazine-1-carboxylic acid tert-butyl ester